2-(1-(4-bromo-1-methyl-1H-pyrazol-5-yl)ethoxy)ethanol BrC=1C=NN(C1C(C)OCCO)C